(3E)-3-[(R)-tert-butylsulfinyl]imino-1-methyl-spiro[indoline-2,4'-piperidine]-1'-carboxylic acid tert-butyl ester C(C)(C)(C)OC(=O)N1CCC/2(CC1)N(C1=CC=CC=C1\C2=N/[S@](=O)C(C)(C)C)C